tris(2,2-bipyridine) ruthenium chloride [Ru](Cl)(Cl)Cl.N1=C(C=CC=C1)C1=NC=CC=C1.N1=C(C=CC=C1)C1=NC=CC=C1.N1=C(C=CC=C1)C1=NC=CC=C1